(S)-1-allyl-5-(3-(tert-butoxy)-2-((1,3-dioxoisoindolin-2-yl)oxy)-3-oxopropoxy)-2-((1-(tert-butoxycarbonyl)-azetidin-3-yl)methyl)-2H-indazol-1-ium C(C=C)[N+]=1N(C=C2C=C(C=CC12)OC[C@@H](C(=O)OC(C)(C)C)ON1C(C2=CC=CC=C2C1=O)=O)CC1CN(C1)C(=O)OC(C)(C)C